N-(1-(3,4-dichlorophenyl)propyl)-3-(pyrrolidin-1-yl)propionamide ClC=1C=C(C=CC1Cl)C(CC)NC(CCN1CCCC1)=O